(2R,3R,4S)-2-[2-chloro-6-[[(1R)-5-(trifluoromethyl)indan-1-yl]amino]purin-9-yl]tetrahydrothiophene-3,4-diol ClC1=NC(=C2N=CN(C2=N1)[C@@H]1SC[C@H]([C@H]1O)O)N[C@@H]1CCC2=CC(=CC=C12)C(F)(F)F